C(#N)C=1C(=C(C(=NC1)C(=O)NC=1C=C2C(=NNC2=CC1)C=1C=NN(C1)C1CCN(CC1)C)C)C 5-Cyano-3,4-dimethyl-N-(3-(1-(1-methylpiperidin-4-yl)-1H-pyrazol-4-yl)-1H-indazol-5-yl)picolinamide